C1(CCCCC1)C(C(C(CC)O)C)O 1-cyclohexyl-2-methyl-1,3-pentanediol